2-(6-azaspiro[2.5]octan-6-yl)-4-bromo-benzonitrile C1CC12CCN(CC2)C2=C(C#N)C=CC(=C2)Br